N-[4-fluoro-5-(2-morpholin-4-ylpyrimidin-5-yl)-2-[rac-(3R)-3,4-dimethylpiperazin-1-yl]phenyl]-2-methyl-1,3-thiazole-5-carboxamide FC1=CC(=C(C=C1C=1C=NC(=NC1)N1CCOCC1)NC(=O)C1=CN=C(S1)C)N1C[C@H](N(CC1)C)C |r|